NC1=NC2=NC=C(N=C2C(N1)=O)CN(C(C(F)(F)F)=O)C1=CC=C(C(=O)O)C=C1 4-(N-((2-amino-4-oxo-3,4-dihydropteridin-6-yl)methyl)-2,2,2-trifluoroacetamido)benzoic acid